N-(5-(2-(2,2-dimethylpyrrolidin-1-yl)acetamido)-2-methylpyridin-3-yl)-2-(1-(2-methoxyethyl)-1H-pyrazol-4-yl)pyrazolo[5,1-b]thiazole-7-carboxamide CC1(N(CCC1)CC(=O)NC=1C=C(C(=NC1)C)NC(=O)C=1C=NN2C1SC(=C2)C=2C=NN(C2)CCOC)C